ClC=1C=C(C(=O)N2CC=3C(=NN4C3C(N(C[C@H]4CO)C(C)C4=NC=CC=C4)=O)C[C@H]2C)C=CC1Cl (3R,7S)-2-(3,4-Dichlorobenzoyl)-7-(hydroxymethyl)-3-methyl-9-(1-(pyridin-2-yl)ethyl)-1,2,3,4,8,9-hexahydropyrido[4',3':3,4]pyrazolo[1,5-a]pyrazin-10(7H)-one